3-Hydroxy-5-(3-p-tolylisoxazol-5-yl)picolinoyl-glycine OC=1C(=NC=C(C1)C1=CC(=NO1)C1=CC=C(C=C1)C)C(=O)NCC(=O)O